ClC1=C(C=CC(=C1)I)C1CC1 2-chloro-1-cyclopropyl-4-iodobenzene